O1C(=NN=C1)C=1N=C2N(C=3N=C(C=C(C3C=C2)C2=CC=C(C=C2)C)C(C(F)(F)F)(F)F)C1COC(CCCCCCC(=O)O)=O 8-((8-(1,3,4-Oxadiazol-2-yl)-2-(perfluoroethyl)-4-(p-tolyl)imidazo[1,2-a][1,8]naphthyridin-9-yl)methoxy)-8-oxooctanoic acid